ClC=1C(=CC(=NC1)NC1=CC=NN1C)C=1C=C2N(CCN(C2=O)CC2=C(C=C(C(=C2)F)F)CO)C1 7-(5-chloro-2-((1-methyl-1h-pyrazole-5-yl)amino)pyridine-4-yl)-2-(4,5-difluoro-2-(hydroxymethyl)benzyl)-3,4-dihydropyrrolo[1,2-a]pyrazine-1(2H)-one